2-cyclopropyl-7-(difluoromethoxy)-4-(2-fluoropyridin-4-yl)-2H-indazole C1(CC1)N1N=C2C(=CC=C(C2=C1)C1=CC(=NC=C1)F)OC(F)F